ClC1=CC(=C(C=C1)[C@@H]1OC2=C(C=CC=C2C=C1)C1CCN(CC1)CC1=NC=2C(=NC(=CC2)C(=O)O)N1C[C@H]1OCC1)F ((4-((R)-2-(4-chloro-2-fluorophenyl)-2H-chromen-8-yl)piperidin-1-yl)methyl)-3-(((S)-oxetan-2-yl)methyl)-3H-imidazo[4,5-b]pyridine-5-carboxylic acid